CC(C(C(=C)C1=CC=CC=C1)=O)(C)C 4,4-dimethyl-2-phenyl-1-pentene-3-one